2,3-Dimethylbutane-1,2-diamine CC(CN)(C(C)C)N